4-Bromo-2-fluoro-1-nitrobenzene BrC1=CC(=C(C=C1)[N+](=O)[O-])F